NC1=NC2=CC(=CN=C2C(=C1)N[C@@](CO)(CCCC)C)C=1C=NC(=NC1)N(CC)CC (R)-2-((2-amino-7-(2-(diethylamino)pyrimidin-5-yl)-1,5-naphthyridin-4-yl)amino)-2-methylhexan-1-ol